1-((benzo[d][1,3]dioxol-5-yl-2,2-d2)methyl)-3-(2-isopropylphenyl)piperazine O1C(OC2=C1C=CC(=C2)CN2CC(NCC2)C2=C(C=CC=C2)C(C)C)([2H])[2H]